COC([C@@H](C[C@@H]1C(NCC1)=O)NC([C@H](CC(C)C)NC(=O)C=1NC2=CC=CC(=C2C1)C)=O)=O.C(C)C(C(C)(COC(C=C)=O)COC(C=C)=O)CC diethyl-2,2-bis((acryloyloxy)methyl)propane methyl-(2R)-2-[(2S)-4-methyl-2-[(4-methyl-1H-indol-2-yl)formamido]pentanamido]-3-[(3R)-2-oxopyrrolidin-3-yl]propanoate